C(#N)CNC(CNC(CN(S(=O)(=O)C)C1CCN(CC1)C(C)C1=CC=CC2=CC=CC=C12)=O)=O N-(cyanomethyl)-2-(2-(N-(1-(1-(naphthalen-1-yl)ethyl)piperidin-4-yl)methylsulfonamido)acetamido)acetamide